2-[(2Z)-pent-2-en-1-yl]cyclopent-2-en-1-one C(\C=C/CC)C=1C(CCC1)=O